N-[4-(3H-Benzo[e]indole-2-carbonyl)-phenyl]-methane-sulfonamide C1=C(NC=2C=CC3=C(C12)C=CC=C3)C(=O)C3=CC=C(C=C3)NS(=O)(=O)C